ClC=1C(=C(C=CC1Cl)[C@@H]1N(OCC1)C1=CC(=NC=N1)NC=1C(=CC(=C(C1)NC(C=C)=O)N1C[C@@H](CC1)N1CCOCC1)OC)F N-(5-((6-((R)-3-(3,4-dichloro-2-fluorophenyl)isoxazolidine-2-yl)pyrimidine-4-yl)amino)-4-methoxy-2-((R)-3-morpholinopyrrolidine-1-yl)phenyl)acrylamide